(tert-butyl) 5-(2,3,5,6-tetrafluorophenyl) 2-(4,7,10-tris(2-(tert-butoxy)-2-oxoethyl)-1,4,7,10-tetraazacyclododecan-1-yl)pentanedioate C(C)(C)(C)OC(CN1CCN(CCN(CCN(CC1)CC(OC(C)(C)C)=O)CC(OC(C)(C)C)=O)C(C(=O)OC(C)(C)C)CCC(=O)OC1=C(C(=CC(=C1F)F)F)F)=O